C(CC)S(=O)(=O)C1C=CC(S1=NO)=C(C#N)C1=C(C=CC=C1)C (5-propylsulfonyloximino-5H-thiophen-2-ylidene)-(2-methylphenyl)acetonitrile